C(C)(C)(C)OC(=O)N1CC2C3=C(CC1)C=CC(=C3CCO2)B(O)O (9-(tert-Butoxycarbonyl)-3,7,8,9,10,10a-hexahydro-2H-isochromeno[1,8-cd]azepin-4-yl)boronic acid